tert-butyl ((3r,4r)-4-methoxypyrrolidin-3-yl)-carbamate CO[C@H]1[C@@H](CNC1)NC(OC(C)(C)C)=O